C(C)C(CC(CC1=CC=C2C=CC=NC2=C1O)C)CCCC 7-(4-ethyl-2-methyloctyl)-8-quinolinol